C(C)OC(=O)C1=C(SC(=C1C)C(N)=O)NC(=O)OC(C)(C)C 2-[[(tert-butoxy)carbonyl]amino]-5-carbamoyl-4-methylthiophene-3-carboxylic acid ethyl ester